(Z)-9-octadeceneamide C(CCCCCCC\C=C/CCCCCCCC)(=O)N